O1C(COC2=C1C=CC=C2)CN2CC(CC2)C(F)(F)F 1-(2,3-dihydro-benzo[1,4]dioxin-2-ylmethyl)-3-(trifluoromethyl)-pyrrolidine